3-bromo-5-(3-chloro-5-fluorophenoxy)-1-(oxolan-3-yl)-1,2,4-triazole BrC1=NN(C(=N1)OC1=CC(=CC(=C1)F)Cl)C1COCC1